N-(5-bromo-2-fluoro-4-methylphenyl)-2-(trifluoromethyl)isonicotinamide BrC=1C(=CC(=C(C1)NC(C1=CC(=NC=C1)C(F)(F)F)=O)F)C